N,N-dibutyl-methacrylamide C(CCC)N(C(C(=C)C)=O)CCCC